5-nitro-2,3-dichloropyridine [N+](=O)([O-])C=1C=C(C(=NC1)Cl)Cl